[N+](=O)(OCCCNC1CN(C1)S(=O)(=O)C1=CC(=C(C=C1)OCC)C=1NC(C2=C(N1)C(=NN2C)CCC)=O)[O-] 3-((1-((4-ethoxy-3-(1-methyl-7-oxo-3-propyl-6,7-dihydro-1H-pyrazolo[4,3-d]pyrimidin-5-yl)phenyl)sulfonyl)azetidin-3-yl)amino)propyl nitrate